tert-butyl (2-(4-((tert-butoxycarbonyl)amino)butoxy)-6-(difluoromethyl)pyridin-4-yl)(1-(tert-butyl)-3-((1S,3R)-3-((tert-butyldimethylsilyl)oxy)cyclopentyl)-1H-pyrazol-5-yl)carbamate C(C)(C)(C)OC(=O)NCCCCOC1=NC(=CC(=C1)N(C(OC(C)(C)C)=O)C1=CC(=NN1C(C)(C)C)[C@@H]1C[C@@H](CC1)O[Si](C)(C)C(C)(C)C)C(F)F